OCCOC1=C(C(=C(C2=CC=CC=C12)C1=CC(=CC2=CC=CC=C12)C1=CC=CC=C1)OCCO)C1=CC=CC=C1 bis(2-hydroxyethoxy)-3,3'-diphenyl-1,1'-binaphthyl